(S)-N-(4-(4-amino-1-methyl-7-(2-methylpyridin-4-yl)-1H-pyrazolo[4,3-c]pyridin-3-yl)-2-(1-(4-fluorophenyl)ethoxy)phenyl)-1,1-difluoromethanesulfonamide NC1=NC=C(C2=C1C(=NN2C)C2=CC(=C(C=C2)NS(=O)(=O)C(F)F)O[C@@H](C)C2=CC=C(C=C2)F)C2=CC(=NC=C2)C